BrC(CC1=CN(C2=CC(=CC=C12)N1C(N(C(C1=O)(C)C)CC1=C2C(=NC=C1)NC(C2)=O)=O)S(=O)(=O)C)(C)C 3-(3-(2-bromo-2-methylpropyl)-1-(methylsulfonyl)-1H-indol-6-yl)-5,5-dimethyl-1-((2-oxo-2,3-dihydro-1H-pyrrolo[2,3-b]pyridin-4-yl)methyl)imidazolidine-2,4-dione